2-{[(1H-indol-7-yl)methyl]amino}acetic acid N1C=CC2=CC=CC(=C12)CNCC(=O)O